OC1CCN(CC1)C=1C=CC(=NC1)NC=1C=CC(=C2CNC(C12)=O)C1=CN=C2N1C=CC=C2 7-[[5-(4-hydroxy-1-piperidyl)-2-pyridyl]amino]-4-imidazo[1,2-a]pyridin-3-yl-isoindolin-1-one